1-cyclopropyl-5-[3,3-difluoro-1-(4-nitropyrazol-1-yl)propyl]tetrazole C1(CC1)N1N=NN=C1C(CC(F)F)N1N=CC(=C1)[N+](=O)[O-]